(±)-3'-Acetyl-4'-[2-hydroxy-3-(isopropylamino)propoxy]butyranilide CCCC(=O)NC1=CC(=C(C=C1)OCC(CNC(C)C)O)C(=O)C